(+-)-(E)-4-METHYL-3-DECEN-5-OL C\C(=C/CC)\[C@@H](CCCCC)O |r|